FC1=C(C(=C(C(=C1F)F)F)F)CCCCCCCCCCCCCCCCCCCCCN 2,3,4,5,6-pentafluorobenzenehenicosaneamine